N-(2-chlorophenyl)-4-((5-fluoro-2-((4-((4-oxopiperidin-1-yl)carbamoyl)phenyl)amino)pyrimidin-4-yl)amino)benzamide ClC1=C(C=CC=C1)NC(C1=CC=C(C=C1)NC1=NC(=NC=C1F)NC1=CC=C(C=C1)C(NN1CCC(CC1)=O)=O)=O